trans-4-((4-(2-Cyclopropylthiazol-5-yl)pyridin-2-yl)((trans-4-(5-methoxy-6-methylpyridin-2-yl)cyclohexyl)methyl)carbamoyl)-cyclohexanecarboxylic acid C1(CC1)C=1SC(=CN1)C1=CC(=NC=C1)N(C(=O)[C@@H]1CC[C@H](CC1)C(=O)O)C[C@@H]1CC[C@H](CC1)C1=NC(=C(C=C1)OC)C